BrC=1SC(=CN1)\C=N/O (Z)-2-bromothiazole-5-carbaldehyde oxime